4-[[3-fluoro-2-methoxy-propyl]-[4-(5,6,7,8-tetrahydro-1,8-naphthyridin-2-yl)butyl]amino]-2-[(3-methoxy-3-methyl-butanoyl)amino]butanoic acid FCC(CN(CCC(C(=O)O)NC(CC(C)(C)OC)=O)CCCCC1=NC=2NCCCC2C=C1)OC